N-(3-chloro-2-fluorophenyl)-7-((1,3-dimethylpiperidin-3-yl)ethynyl)-6-nitroquinazolin-4-amine ClC=1C(=C(C=CC1)NC1=NC=NC2=CC(=C(C=C12)[N+](=O)[O-])C#CC1(CN(CCC1)C)C)F